ClC1C(CCC(C1)CO)CO (2-chlorocyclohexane-1,4-diyl)dimethanol